aluminium, aluminium salt [Al].[Al]